NC1=C(C#N)C(=CC=C1)NC=1C=C2C(N(C=NC2=CC1)C)=O 2-amino-6-[(3-methyl-4-oxo-quinazolin-6-yl)amino]benzonitrile